COC1=CC=C(COC(C(CN2C[C@@H]3OCCN([C@@H]3C2)C(=O)OCC2=CC=CC=C2)(C)C)=O)C=C1 |o1:13,18| (4aR*,7aS*)-benzyl 6-(3-((4-methoxybenzyl)oxy)-2,2-dimethyl-3-oxopropyl)hexahydropyrrolo[3,4-b][1,4]oxazine-4(4aH)-carboxylate